isothiazoloanthron C=1SN=C2C=CC=3C=C4C=CC(CC4=CC3C21)=O